Methyl 2-[acetyl-[2-ethylsulfonyl-4-(trifluoromethyl)benzoyl]-amino]-5-(trifluoromethoxy)benzoate C(C)(=O)N(C1=C(C(=O)OC)C=C(C=C1)OC(F)(F)F)C(C1=C(C=C(C=C1)C(F)(F)F)S(=O)(=O)CC)=O